[Ir+3].C=1NC=C2C=CC=CC12.C=1NC=C2C=CC=CC12 Bis-isoindole iridium (III)